O=C1CC(C1)CC1CN(C1)C(=O)OC(C)(C)C tert-butyl 3-[(3-oxocyclobutyl)methyl]azetidine-1-carboxylate